BrC=1C=2N(C=C(C1)S(=O)(=O)N(CC1=CC=C(C=C1)OC)C1(CC1)CF)C(=CN2)C=2SC(=NN2)C(F)F 8-bromo-3-(5-(difluoromethyl)-1,3,4-thiadiazol-2-yl)-N-(1-(fluoromethyl)cyclopropyl)-N-(4-methoxybenzyl)imidazo[1,2-a]pyridin-6-sulfonamide